NCCCC=1NC=CN1 (3-aminopropyl)imidazole